ClC=1N=C2C(=C(C=NC2=CC1)NC(=O)NC1CC(CCC1)C(F)(F)F)C(C)C N-(6-chloro-4-(propan-2-yl)-1,5-naphthyridin-3-yl)-N'-(3-(trifluoromethyl)cyclohexyl)urea